NC1=NC2=CC=C(C=C2C=C1C)C(=O)N(CC=1N=NC(=CC1)C(F)(F)F)[C@@H](C1=NC=CC=N1)C1CC1 2-amino-N-((R)-cyclopropyl(2-pyrimidinyl)methyl)-3-methyl-N-((6-(trifluoromethyl)-3-pyridazinyl)methyl)-6-quinolinecarboxamide